3-cyclopropyl-N5-methyl-1-(3-methylbenzyl)-1H-pyrazole-3,5-dicarboxamide C1(CC1)C1(NN(C(=C1)C(=O)NC)CC1=CC(=CC=C1)C)C(=O)N